COC1=CC=C(C=C1)C1(C=CC2=C(O1)C=1C=CC=CC1C1=C2C(C2=C(C=C(C=C21)Cl)Cl)(C)C)C2=CC=C(C=C2)OC 3,3-bis(4-methoxyphenyl)-10,12-dichloro-13,13-dimethyl-3H,13H-indeno[2',3':3,4]naphtho[1,2-b]pyran